C(C1=CC=CC=C1)(=O)O.C(C1=CC=CC=C1)(=O)O.OC1=CC=C(C=C1)C(C)(C)C1=CC=C(C=C1)O bisphenol A dibenzoate